9-(5-(dimethylphosphoryl)quinoxalin-6-yl)-7-methyl-7,9-Dihydro-8H-purin-8-one hydrochloride Cl.CP(=O)(C)C1=C2N=CC=NC2=CC=C1N1C2=NC=NC=C2N(C1=O)C